C1(CC1)S(=O)(=O)NC=1SC=C(N1)C(CC)(CC)NC(C1=CC=C(C=C1)C1=NC(=CN=C1)C)=O N-(3-(2-(cyclopropanesulfonamido)thiazol-4-yl)pentan-3-yl)-4-(6-methylpyrazin-2-yl)benzamide